FC(C(CC(=O)C=1C=NC=C(C1)F)=O)(F)F 4,4,4-trifluoro-1-(5-fluoropyridin-3-yl)butane-1,3-dione